2-(4-chloro-1-isopropyl-1H-pyrazol-5-yl)-4-((6-(5-methoxy-3-(trifluoromethyl)-1H-pyrazol-1-yl)pyridin-3-yl)methyl)-6,7-dihydropyrazolo[1,5-a]pyrimidin-5(4H)-one ClC=1C=NN(C1C1=NN2C(N(C(CC2)=O)CC=2C=NC(=CC2)N2N=C(C=C2OC)C(F)(F)F)=C1)C(C)C